6,6,9-trimethyl-3-pentyl-8,10-dihydro-7H-benzo[c]chromene-1,9,10-triol CC1(OC=2C=C(C=C(C2C2=C1CCC(C2O)(O)C)O)CCCCC)C